FC(CNC1=NC(=NC=C1OC)C=1C=C2C=CN(C(C2=CC1F)=O)CCC[C@H](C)NC=1C=NNC(C1C(F)(F)F)=O)F 6-[4-(2,2-difluoroethylamino)-5-methoxy-pyrimidin-2-yl]-7-fluoro-2-[(4S)-4-[[6-oxo-5-(trifluoromethyl)-1H-pyridazin-4-yl]amino]pentyl]isoquinolin-1-one